6-[5-({[2-(cyclopropylsulfonyl)phenyl]methyl}carbamoyl)-6-methoxypyridin-3-yl]-N-methyl-1H-indazole-3-carboxamide C1(CC1)S(=O)(=O)C1=C(C=CC=C1)CNC(=O)C=1C=C(C=NC1OC)C1=CC=C2C(=NNC2=C1)C(=O)NC